FC=1C=C2C=C(NC2=C(C1)F)C1=CC=C(C=C1)F 5,7-difluoro-2-(4-fluorophenyl)-1H-indol